COC=1C=C(C(=C(C1)O)C1=CC2=C(N=N1)N(CCC2)[C@H]2CN(CCC2)C)C (R)-5-methoxy-3-methyl-2-(8-(1-methylpiperidin-3-yl)-5,6,7,8-tetrahydropyrido[2,3-c]pyridazin-3-yl)phenol